S(=O)(=O)(O)C(C(=O)OCCCCCC(C)C)CC(=O)OCCCCCC(C)C.[Na] Sodium di(isooctyl) sulfosuccinate